OC1=C(C=C(CO)C=C1I)I 4-hydroxy-3,5-diiodo-benzyl alcohol